(3-(aminomethyl)oxetan-3-yl)methanol NCC1(COC1)CO